1-(3,4-dichlorophenyl)piperazine hydrochloride Cl.ClC=1C=C(C=CC1Cl)N1CCNCC1